N1CCC(CC1)C1=CC=CC(=N1)OCC=1C=C(SC1)C(C)=O 1-(4-(((6-(piperidin-4-yl)pyridin-2-yl)oxy)methyl)thiophen-2-yl)ethane-1-one